OC1=CC=C(C2=CC=CC=C12)C1=C(C2=CC=CC=C2C(=C1)NS(=O)(=O)C1=CC=C(C=C1)OC)O N-(4,1'-Dihydroxy-[1,2']binaphthalenyl-4'-yl)-4-methoxy-benzenesulfonamide